(3S,4R,5R)-1-(((R)-1-(4-(trifluoromethyl)pyridin-2-yl)pyrrolidin-3-yl)methyl)piperidine-3,4,5-triol FC(C1=CC(=NC=C1)N1C[C@H](CC1)CN1C[C@@H](C([C@@H](C1)O)O)O)(F)F